methyl 3-tert-butyl-1,2,4-thiadiazole-5-carboxylate C(C)(C)(C)C1=NSC(=N1)C(=O)OC